C(C1CO1)OC1=CC(=C(C=C1)C)C1=C(O)C(=C(C(=C1C)C(C)(C)C1=CC=C(C=C1)O)C)C1=CC=CC=C1 p-glycidyloxyphenyl-dimethyl-tolyl-bisphenol a